OC(CC1NCC2C1CC(C2)(O)C2=CC=CC=C2)C2=CC=CC=C2 (2-hydroxy-2-phenylethyl)-5-phenyloctahydrocyclopenta[c]pyrrol-5-ol